F[P-](F)(F)(F)(F)F.C1(=C(C=CC=C1)[S+](C1=C(C=CC=C1)C)C1=C(C=CC=C1)C)C tritolyl-sulfonium hexafluorophosphate